ClC1=NC=C(C(=N1)N(C1=CC(=CC=C1)[N+](=O)[O-])C)Cl 2,5-dichloro-N-methyl-N-(3-nitrophenyl)pyrimidin-4-amine